O=CCOCCOCCOCCOCCOCCOCCOCCOCCOCCOCCC(=O)OC(C)(C)C tert-butyl 3-[2-[2-[2-[2-[2-[2-[2-[2-[2-[2-oxoethoxy]ethoxy]ethoxy]ethoxy]ethoxy]ethoxy]ethoxy]ethoxy]ethoxy]ethoxy]propanoate